CC1(C(C2=CC=C(C=C2C1)C1=CC=C(C=C1)C(F)(F)F)NC(O[C@@H]1CN2CCC1CC2)=O)C (S)-quinuclidin-3-yl (2,2-dimethyl-5-(4-(trifluoromethyl)phenyl)-2,3-dihydro-1H-inden-1-yl)carbamate